Cl.FC=1C=C(C=CC1OC)C1=CN=C2N1C=CN=C2NC2=CC(=C(C=C2)C(=O)N2CCN(CC2)C(=O)[C@@H]2NCCC2)C [4-[[3-(3-fluoro-4-methoxy-phenyl)imidazo[1,2-a]pyrazin-8-yl]amino]-2-methyl-phenyl]-[4-[(2R)-pyrrolidine-2-carbonyl]piperazin-1-yl]methanone hydrochloride